N,N-diethyl-5-(4-(piperazin-1-yl)phenyl)pentan-2,4-diamine C(C)N(C(C)CC(CC1=CC=C(C=C1)N1CCNCC1)N)CC